FC1(CCC(CC1)NC1=NN2C(C=N1)=C(C=C2)C=2C=C1N=CC=NC1=CC2)F N-(4,4-Difluorocyclohexyl)-5-(quinoxalin-6-yl)pyrrolo[2,1-f][1,2,4]triazin-2-amine